furazan oxide O1[N+](=CC=N1)[O-]